NCCCCCC[Si](OCC)(OCC)OCC 6-aminohexyltriethoxysilane